C(CCC)N(CCC[Si](OCC)(OCC)OCC)CCCC 3-dibutylaminopropyl-triethoxysilane